5,6-diaminonaphthalene-1,3-disulfonic acid NC1=C2C=C(C=C(C2=CC=C1N)S(=O)(=O)O)S(=O)(=O)O